NCCCN1C(N(C(C1)=O)C(C)C=1C=CC=C2C(=C(NC12)C(=O)O)C1=CC(=C(C=C1)CS(=O)(=O)C)F)=O 7-[1-[3-(3-aminopropyl)-2,5-dioxoimidazolidin-1-yl]ethyl]-3-[3-fluoro-4-(methylsulfonylmethyl)phenyl]-1H-indole-2-carboxylic acid